FC(C1=CC=C(C=C1)C1=CN=C(O1)NC=1C=NC(=NC1)C(=O)OC)(F)F methyl 5-((5-(4-(trifluoromethyl)phenyl)oxazol-2-yl)amino)pyrimidine-2-carboxylate